FC1(CCN(CC1)C1=NC(=CC(=N1)NC(C1=C(C=C(C=C1)NS(=O)(=O)C)N1C[C@@H]2C[C@@]2(CC1)C)=O)C)F N-(2-(4,4-difluoropiperidin-1-yl)-6-methylpyrimidin-4-yl)-2-((1R,6R)-6-methyl-3-azabicyclo[4.1.0]heptan-3-yl)-4-(methylsulfonamido)benzamide